N-{4-[2-(acetylamino)pyridin-4-yloxy]phenyl}-7-(4-fluorophenyl)pyrazolo[1,5-a]pyrimidine-5-carboxamide C(C)(=O)NC1=NC=CC(=C1)OC1=CC=C(C=C1)NC(=O)C1=NC=2N(C(=C1)C1=CC=C(C=C1)F)N=CC2